C(C1=CC=CC=C1)(C1=CC=CC=C1)N1CCN(CC1)C(CCOCCOCCNC(COC1=C2C(N(C(C2=CC=C1)=O)C1C(NC(CC1)=O)=O)=O)=O)=O N-(2-(2-(3-(4-benzhydrylpiperazin-1-yl)-3-oxopropoxy)ethoxy)ethyl)-2-((2-(2,6-dioxopiperidin-3-yl)-1,3-dioxoisoindolin-4-yl)oxy)acetamide